(3-iodo-4-methoxyphenyl)pentane-1,3-dione IC=1C=C(C=CC1OC)C(CC(CC)=O)=O